BrC1=CC(=NN1)C(=O)N1C2CC(CC1CC2)C(=O)NCC2=CC(=CC=C2)Cl 8-(5-bromo-1H-pyrazole-3-carbonyl)-N-[(3-chlorophenyl)methyl]-8-azabicyclo[3.2.1]Octane-3-carboxamide